FC1=C(C(=CC(=C1)OC)F)[C@H]1[C@@H](C(NC1)=O)N=C=S (3s,4r)-4-(2,6-difluoro-4-methoxyphenyl)-3-isothiocyanatopyrrolidin-2-one